Benzyl (R)-(1-(oxetan-3-yl)piperidin-3-yl)carbamate O1CC(C1)N1C[C@@H](CCC1)NC(OCC1=CC=CC=C1)=O